4,5-dimethyl-1-(2-trimethylsilylethoxymethyl)imidazole-2-carboxylic acid CC=1N=C(N(C1C)COCC[Si](C)(C)C)C(=O)O